CC=1N=C(SC1OC1CCC(CC1)N1N=C2N(C1=O)[C@@H](CC2)C2=CC=CC=C2)C(=O)OC methyl (S)-4-methyl-5-((4-(3-oxo-5-phenyl-6,7-dihydro-3H-pyrrolo[2,1-c][1,2,4]triazol-2(5H)-yl)cyclohexyl)oxy)thiazole-2-carboxylate